tert-butyl 4-((7-(3-fluorophenyl)thieno[3,2-d]pyrimidin-4-yl)oxy)piperidine-1-carboxylate FC=1C=C(C=CC1)C1=CSC2=C1N=CN=C2OC2CCN(CC2)C(=O)OC(C)(C)C